C1CC(C1)CCC(=O)O CYCLOBUTYLPROPIONIC ACID